α-ethyl-α-methyl-γ-butyrolactone C(C)C1(C(=O)OCC1)C